C1(CCC1)SC1=NC=CC=C1C1=CC(=C(C(=C1)F)/C=C/CC1C(NC(S1)=O)=O)F 5-[(E)-3-[4-(2-cyclobutylsulfanyl-3-pyridyl)-2,6-difluoro-phenyl]allyl]thiazolidine-2,4-dione